CC1=C(OC=2C(=CC(N(C2)C)=O)C=2C3=C(C(N(C2)C)=O)NC(=C3)C(=O)NC3CN(C3)C)C(=CC=C1)C 4-(5-(2,6-dimethylphenoxy)-1-methyl-2-oxo-1,2-dihydropyridin-4-yl)-6-methyl-N-(1-methylazetidin-3-yl)-7-oxo-6,7-dihydro-1H-pyrrolo[2,3-c]pyridine-2-carboxamide